N(=[N+]=[N-])C[C@H]([C@H](O)C1=CC=CC=C1)O (1R,2R)-3-azido-1-phenylpropane-1,2-diol